BrC=1C=CC(=C(C1)C1=CC=CC=C1)OC(F)F 5-bromo-2-(difluoromethoxy)-1,1'-biphenyl